CC1=CC=C(C=C1)C(\C=C\C(=O)C1=CC=C(C=C1)C)=O (E)-1,4-di(4-methylphenyl)but-2-ene-1,4-dione